3-(thiophen-2-yl)propanoic acid S1C(=CC=C1)CCC(=O)O